ClC1=NC=C2C(=NCN3CCOC1=C32)O 9-chloro-6-hydroxy-2,3-dihydro-4H-1-oxa-3a,5,8-triazaphenalen